3-acetyl-N-(2,3-dihydro-1,4-benzoxazine-4-yl)-7-(2,3,5-trifluorophenyl)thieno[3,2-b]Pyridine-2-carboxamide C(C)(=O)C1=C(SC=2C1=NC=CC2C2=C(C(=CC(=C2)F)F)F)C(=O)NN2CCOC1=C2C=CC=C1